C(#N)C=1C=NN2C1C(=CC(=C2)C=2C=NN(C2)C)C=2C=CC(=NC2)N2CCC(CC2)S(=O)(=O)NC(C)C 1-(5-(3-cyano-6-(1-methyl-1H-pyrazol-4-yl)pyrazolo[1,5-a]pyridin-4-yl)pyridin-2-yl)-N-isopropylpiperidine-4-sulfonamide